OCC(=O)N1CC(NC2=C1C=NC=1C=C(C=CC21)OC)=O 4-(2-hydroxyacetyl)-8-methoxy-2-oxo-3,4-dihydropyrazino[2,3-c]quinoline